4-(5-methylsulfanyl-1,3,4-oxadiazole-2-yl)aniline lithium phenyl-2,4,6-trimethyl-benzoylphosphinate C1(=CC=CC=C1)P([O-])(=O)C(C1=C(C=C(C=C1C)C)C)=O.[Li+].CSC1=NN=C(O1)C1=CC=C(N)C=C1